2-cyclopentylethanol C1(CCCC1)CCO